NC=1C=C(C=CC1)C1=CC=C2N1C=CN=C2C2=CC(=C(C(=C2)OC)OC)OC 6-(3-aminophenyl)-1-(3,4,5-trimethoxyphenyl)pyrrolo[1,2-a]pyrazine